((1s,3s)-3-hydroxy-3-methylcyclobutyl)(7-(1-methyl-3-(trifluoromethyl)-1H-pyrrolo[2,3-b]pyridin-6-yl)-2-azaspiro[3.5]non-2-yl)methanone OC1(CC(C1)C(=O)N1CC2(C1)CCC(CC2)C2=CC=C1C(=N2)N(C=C1C(F)(F)F)C)C